FC1=C(N=C2[C@H]3C([C@@H](CC2=C1C1=C2C=NNC2=CC=C1C)C3)(C)C)N3CC1(CN(C1)C(C=C)=O)CC3 (P)-1-(6-((1R,9R)-5-fluoro-10,10-dimethyl-6-(5-methyl-1H-indazol-4-yl)-3-azatricyclo[7.1.1.02,7]undeca-2,4,6-trien-4-yl)-2,6-diazaspiro[3.4]octan-2-yl)-2-propen-1-one